CN1C2CN(C(C1)CC2)C2=CC=CC(=N2)NC2=CC1=C(C=N2)SC(=N1)C1=NC=CC=C1C 6-{5-Methyl-2,5-diazabicyclo[2.2.2]octan-2-yl}-N-[2-(3-methylpyridin-2-yl)-[1,3]thiazolo[5,4-c]pyridin-6-yl]pyridin-2-amine